FC1=CC=C(C=C1)OCC(CN1CCN(CC1)CC=1NC2=CC=CC=C2C1)O 3-[(4-fluorophenyl)oxy]-1-[4-(1H-indol-2-ylmethyl)piperazin-1-yl]propan-2-ol